ClC1=C(C(=CC=C1)O)C1=C(C2=C(CN3[C@@H](CO2)CN(CC3)C(C=C)=O)C(=C1)OCCN(C)C)F 1-[(12AR)-9-(2-chloro-6-hydroxyphenyl)-7-[2-(dimethylamino)ethoxy]-10-fluoro-3,4,12,12a-tetrahydro-6H-pyrazino[2,1-c][1,4]benzooxazepin-2(1H)-yl]prop-2-en-1-one